C(C)(C)(C)OC(=O)N1C[C@@H](CCC1)C=C.F[P-](F)(F)(F)(F)F.CN(C)C(=[N+]1N=[N+](C2=NC=CC=C21)[O-])N(C)C 1-[bis(dimethylamino)methylene]-1H-1,2,3-triazolo[4,5-b]pyridinium 3-oxid hexafluorophosphate tert-Butyl-(3S)-3-vinylpiperidine-1-carboxylate